benzofuran-2-yl-(furan-2-yl)methanone O1C(=CC2=C1C=CC=C2)C(=O)C=2OC=CC2